5-(isobutylamino)-4-(trifluoromethyl)-1,5,6,7-tetrahydrocyclopenta[b]pyridin-2-one C(C(C)C)NC1CCC=2NC(C=C(C21)C(F)(F)F)=O